(S,E)-methyl 7-(1-(2-((1S,2R,4R)-bicyclo[2.2.1]heptan-2-ylamino)-2-oxoethyl)-2-oxo-1,2-dihydropyridin-3-ylamino)-6-(1-methyl-1H-imidazole-5-carboxamido)-7-oxohept-2-enoate [C@H]12[C@@H](C[C@H](CC1)C2)NC(CN2C(C(=CC=C2)NC([C@H](CC/C=C/C(=O)OC)NC(=O)C2=CN=CN2C)=O)=O)=O